COC=1C=C(C=C2C=C(N=NC12)C)C(=O)N 8-Methoxy-3-Methylcinnoline-6-Carboxamide